(R)-5-((5-fluoro-2H-spiro[benzofuran-3,1'-cyclopropan]-6-yl)amino)-N-(1-methyl-2-oxopyrrolidin-3-yl)-7-(methylamino)pyrazolo[1,5-a]pyrimidine-3-carboxamide FC=1C(=CC2=C(C1)C1(CC1)CO2)NC2=NC=1N(C(=C2)NC)N=CC1C(=O)N[C@H]1C(N(CC1)C)=O